3-(5-(1-(6-chloro-1H-pyrrolo[2,3-b]pyridine-2-carbonyl)piperidin-4-yl)-1-oxoisoindolin-2-yl)piperidine-2,6-dione ClC1=CC=C2C(=N1)NC(=C2)C(=O)N2CCC(CC2)C=2C=C1CN(C(C1=CC2)=O)C2C(NC(CC2)=O)=O